(1,2-diazaethyl)isoindole-1,3-dione N(N)C1=C2C(NC(C2=CC=C1)=O)=O